C1(CC1)C=1N=CC=C2C1N(N=C2NC(C2=CC=C(C=C2)F)=O)CC#C N-(7-cyclopropyl-1-(prop-2-yn-1-yl)-1H-pyrazolo[3,4-c]pyridin-3-yl)-4-fluorobenzamide